3-(7-bromo-5-(bromomethyl)-1-oxoisoindolin-2-yl)piperidine-2,6-dione BrC=1C=C(C=C2CN(C(C12)=O)C1C(NC(CC1)=O)=O)CBr